2-bicyclo[2.2.1]hept-5-enylmethanol C12C(CC(C=C1)C2)CO